4-((5-Bromothiophene-3-yl)methyl)-6,6-dimethyl-5-oxo-5,6-dihydro-4H-thieno[3,2-b]pyrrole-2-carboxylic acid methyl ester COC(=O)C1=CC=2N(C(C(C2S1)(C)C)=O)CC1=CSC(=C1)Br